NC(C)C=1C=CC=C2C(N(C(=NC12)N1CCOCC1)C)=O 8-(1-aminoethyl)-3-methyl-2-morpholino-quinazolin-4-one